CN1C(=NC2=C1C=CC=C2)C2=CC(=CN2)C2=NC(=NC=C2C(F)(F)F)N[C@@H]2CNCCC2 4-[5-(1-methyl-1H-1,3-benzodiazol-2-yl)-1H-pyrrol-3-yl]-N-[(3S)-piperidin-3-yl]-5-(trifluoromethyl)pyrimidin-2-amine